zinc phosphostrontium P(=O)(=O)[Sr].[Zn]